octadecyl-dimethyl-(γ-trimethoxysilylpropyl)-ammonium chloride [Cl-].C(CCCCCCCCCCCCCCCCC)[N+](CCC[Si](OC)(OC)OC)(C)C